5,7-difluoro-6-(1-(6-(isoquinolin-4-yl)-1H-[1,2,3]triazolo[4,5-b]pyrazin-1-yl)ethyl)-3-(1-methyl-1H-pyrazol-4-yl)quinoline FC1=C2C=C(C=NC2=CC(=C1C(C)N1N=NC=2C1=NC(=CN2)C2=CN=CC1=CC=CC=C21)F)C=2C=NN(C2)C